8-((3S,4R)-4-ethylpyrrolidin-3-yl)-3-tosyl-3H-imidazo[1,2-a]pyrrolo[2,3-e]pyrazine C(C)[C@@H]1[C@@H](CNC1)C1=CN=C2N1C1=C(N=C2)N(C=C1)S(=O)(=O)C1=CC=C(C)C=C1